N1C=CC2=CC=C(C=C12)C(=O)N1C[C@H](C[C@H](C1)COC=1C(=NC=CC1)C(F)(F)F)C (1H-Indol-6-yl)((3S,5R)-3-methyl-5-(((2-(trifluoromethyl)pyridin-3-yl)oxy)methyl)piperidin-1-yl)methanone